2'-Fluorodeoxyadenosine iron-calcium carbonate C([O-])([O-])=O.[Ca+2].[Fe+2].F[C@H]1[C@@H](O[C@@H]([C@H]1O)CO)N1C=NC=2C(N)=NC=NC12.C([O-])([O-])=O